N(=N\C(C(C)C)=O)/C(C(C)C)=O (E)-1,1'-(diazene-1,2-diyl)bis(2-methylpropan-1-one)